ClC=1C=C2C(=C3C1NC(NC31CCCCC1)=O)OC(=N2)CN2CCC(CC2)OCC2CC2 5-chloro-2-{[4-(cyclopropylmethoxy)piperidin-1-yl]methyl}-7,8-dihydro-6H-spiro[[1,3]oxazolo[5,4-f]quinazoline-9,1'-cyclohexan]-7-one